C(CCCC(=O)OC(COC(CCCCCC)=O)COC(CCCCCC)=O)(=O)OC[C@]1(O[C@H](C[C@@H]1O)N1C2=NC(=NC(=C2N=C1)N)F)C#C ((2R,3S,5R)-5-(6-amino-2-fluoro-9H-purin-9-yl)-2-ethynyl-3-hydroxytetrahydrofuran-2-yl)methyl (1,3-bis(heptanoyloxy)propan-2-yl) glutarate